1-(3-(4-chloro-3-cyclopropyl-1H-pyrrolo[2,3-B]pyridin-5-yl)phenyl)piperazin-2-one ClC1=C2C(=NC=C1C=1C=C(C=CC1)N1C(CNCC1)=O)NC=C2C2CC2